tert-butyl 4-[4,5-dichloro-2-[(4-methoxyphenyl)methoxy]phenyl]-3-(methanesulfonyloxy)piperidine-1-carboxylate ClC1=CC(=C(C=C1Cl)C1C(CN(CC1)C(=O)OC(C)(C)C)OS(=O)(=O)C)OCC1=CC=C(C=C1)OC